C1(CC1)C(=O)N1C(CN(CC1)CC1=CN=C2C=C(C(NC2=C1)=O)CC)CO 7-((4-(Cyclopropanecarbonyl)-3-(hydroxymethyl)piperazin-1-yl)methyl)-3-ethyl-1,5-naphthyridin-2(1H)-one